N-glycylglycinate NCC(=O)NCC(=O)[O-]